Cl.Cl.N(N)CC1=C(C=C(C(=O)OC)C=C1)OC methyl 4-(hydrazinomethyl)-3-methoxybenzoate 2HCl